C(C)(=O)N1CC2=C(CC1)N(N=C2N2CCCC1=CC(=C(C=C21)C(F)F)C=2C=NN(C2)C)C2CC1(CN(C1)C(=O)OC(C)(C)C)C2 tert-butyl 6-[5-acetyl-3-[7-(difluoromethyl)-6-(1-methylpyrazol-4-yl)-3,4-dihydro-2H-quinolin-1-yl]-6,7-dihydro-4H-pyrazolo[4,3-c]pyridin-1-yl]-2-azaspiro[3.3]heptane-2-carboxylate